C(#N)C1=NN(C(=C1CCOC1=C(C=CC(=C1)F)C=1C=CC=2N(C1)C(=CN2)CN(C(OC(C)(C)C)=O)C)C)C tert-butyl ((6-(2-(2-(3-cyano-1,5-dimethyl-1H-pyrazol-4-yl)ethoxy)-4-fluorophenyl)imidazo[1,2-a]pyridin-3-yl)methyl)(methyl)carbamate